isopropyl alaninate N[C@@H](C)C(=O)OC(C)C